ClC1=CC=C(C=C1)C1=CC=2C(=CN=NC2CC2CSCC2)S1 2-(4-chlorophenyl)-4-(3-tetrahydrothienylmethyl)-thieno[2,3-d]pyridazine